FC=1C=CC(=NC1)C(C)OC1=CC(=CC=2N1C(=CN2)C#C[Si](C)(C)C)C=2N=NN(C2C)C2CCN(CC2)C(=O)OC(C)(C)C tert-Butyl 4-(4-(5-(1-(5-fluoropyridin-2-yl)ethoxy)-3-((trimethylsilyl)ethynyl)imidazo[1,2-a]pyridin-7-yl)-5-methyl-1H-1,2,3-triazol-1-yl)piperidine-1-carboxylate